tert-butyl 4-(1-amino-2,2,2-trifluoroethyl)piperidine-1-carboxylate NC(C(F)(F)F)C1CCN(CC1)C(=O)OC(C)(C)C